N-(6-(1-methyl-1H-pyrazol-4-yl)isoquinolin-3-yl)-2-(4-methylpiperidin-1-yl)acetamide CN1N=CC(=C1)C=1C=C2C=C(N=CC2=CC1)NC(CN1CCC(CC1)C)=O